COC(=O)C=1SC(=CC1OCC1CCN(CC1)C)C 5-methyl-3-((1-methylpiperidin-4-yl)methoxy)thiophene-2-carboxylic acid methyl ester